FC1=C(C=CC=C1)CC(C)N(C(=O)C=1C=C2C(=NC1)NC=C2)OC N-(1-(2-fluorophenyl)propan-2-yl)-N-methoxy-1H-pyrrolo[2,3-b]pyridine-5-carboxamide